The molecule is an (omega-1)-hydroxy fatty acid ascaroside that is ascr#38 in which the pro-R hydrogen that is beta to the carboxy group is replaced by a hydroxy group. It is a metabolite of the nematode Caenorhabditis elegans. It has a role as a Caenorhabditis elegans metabolite. It is an (omega-1)-hydroxy fatty acid ascaroside, a 3-hydroxy carboxylic acid and a monocarboxylic acid. It derives from an ascr#38 and a (3R,20R)-3,20-dihydroxyhenicosanoic acid. It is a conjugate acid of a bhas#38(1-). C[C@H]1[C@@H](C[C@H]([C@@H](O1)O[C@H](C)CCCCCCCCCCCCCCCC[C@H](CC(=O)O)O)O)O